[C@H](C(C(=O)O)S)(C(=O)O)N The molecule is a sulfur-containing amino acid that is L-aspartic acid substituted at position 3 by a thio (sulfanyl) group. It is a C4-dicarboxylic acid, a sulfur-containing amino acid, a thiol, a L-aspartic acid derivative, an amino dicarboxylic acid and a non-proteinogenic L-alpha-amino acid.